N-{[(2R)-1,4-Dioxan-2-yl]methyl}-2-[(1-methylpiperidin-4-yl)methyl]-8-(trifluoromethyl)-4,5-dihydro-2H-furo[2,3-g]indazol-7-carboxamid O1[C@@H](COCC1)CNC(=O)C1=C(C2=C(CCC3=CN(N=C23)CC2CCN(CC2)C)O1)C(F)(F)F